3-[4-(5-benzyl-pyrimidin-2-yl)piperazin-1-yl]-6-[1-(1-ethoxyethyl)-1H-pyrazol-4-yl]pyrazolo-[1,5-a]pyridine C(C1=CC=CC=C1)C=1C=NC(=NC1)N1CCN(CC1)C=1C=NN2C1C=CC(=C2)C=2C=NN(C2)C(C)OCC